(4R)-4-(2-fluorophenyl)tetralin-1-one FC1=C(C=CC=C1)[C@@H]1CCC(C2=CC=CC=C12)=O